C(#N)C=1C=CC(=NC1)NC1=NC=C(C(=O)NOCC)C(=C1)NC1=C(C=C(C=C1)C1CC1)N(S(=O)(=O)C)C 6-((5-Cyanopyridin-2-yl)amino)-4-((4-cyclopropyl-2-(N-methylmethylsulfonamido)phenyl)amino)-N-ethoxynicotinamide